C1(CC1)[C@@H]1OCC2=CC(=CC=C2[C@@H]1C1=CC=C(C=C1)N1CCC(CC1)C=O)O 1-(4-((3S,4S)-3-cyclopropyl-7-hydroxyisochroman-4-yl)phenyl)piperidine-4-carbaldehyde